ClC=1C=C2C(=NC(N3C2=C(C1)S(CCC3)C3=C(C=C(C=C3)F)F)=O)N3[C@H](CN(CC3)C(=O)OC(C)(C)C)C tert-butyl (3S)-4-(10-chloro-l-1-(2,4-difluorophenyl)-6-oxo-3,4-dihydro-2H,6H-[1,4]thiazepino[2,3,4-ij]quinazolin-8-yl)-3-methylpiperazine-1-carboxylate